(6S,8S)-7,7-dimethyl-3-(furan-2-yl)-5,6,7,8-tetrahydro-6,8-methyleneisoquinoline CC1([C@@H]2CC=3C=C(N=CC3[C@H]1C2)C=2OC=CC2)C